3-(6-(4-((2-azaspiro[3.5]nonan-7-yl)methyl)piperazin-1-yl)-1-methyl-1H-indazol-3-yl)piperidine-2,6-dione bis(trifluoroacetate) FC(C(=O)O)(F)F.FC(C(=O)O)(F)F.C1NCC12CCC(CC2)CN2CCN(CC2)C2=CC=C1C(=NN(C1=C2)C)C2C(NC(CC2)=O)=O